4-(4-amino-3-butylphenoxy)butane-1-sulfonic acid NC1=C(C=C(OCCCCS(=O)(=O)O)C=C1)CCCC